BrC1=CC=NC=2NC(COCC21)=O 6-bromo-1,5-dihydropyrido[2,3-e][1,4]oxazepin-2(3H)-one